3-(3-((6-((2-fluorobenzyl)oxy)pyridin-2-yl)methyl)isoxazol-5-yl)pyridin FC1=C(COC2=CC=CC(=N2)CC2=NOC(=C2)C=2C=NC=CC2)C=CC=C1